FC1=C(C(=CC=C1)F)C1=C(C(=NC=C1)N1CC(CC1)(F)F)NC(=O)C=1C=NC(=NC1)C(C)C N-[4-(2,6-difluorophenyl)-2-(3,3-difluoropyrrolidin-1-yl)-3-pyridyl]-2-isopropyl-pyrimidine-5-carboxamide